[Mn](=O)(=O)([O-])[O-].[Na+].[Ni+2].[Cu+2] copper nickel sodium manganate